3,5-bis(2-chloro-acetamido)-phenylalanine ClCC(=O)NC=1C=C(C[C@H](N)C(=O)O)C=C(C1)NC(CCl)=O